8-quinolinyl beta-D-glucopyranoside O([C@H]1[C@H](O)[C@@H](O)[C@H](O)[C@H](O1)CO)C=1C=CC=C2C=CC=NC12